Di-n-octadecylamin C(CCCCCCCCCCCCCCCCC)NCCCCCCCCCCCCCCCCCC